C1CCC12CCCCC2 spiro[3.5]-nonane